NC1=C(N=C2N1C=CC=C2C2=C(C=CC=C2OC)F)C(=O)NCCCO 3-Amino-8-(2-fluoro-6-methoxyphenyl)-N-(3-hydroxypropyl)imidazo[1,2-a]pyridine-2-carboxamide